6-(Imidazo[1,2-a]pyridin-3-carbonyl)-N-(3-(trifluoromethoxy)phenyl)-4,5,6,7-tetrahydrothieno[2,3-c]pyridin-3-carboxamid N=1C=C(N2C1C=CC=C2)C(=O)N2CC1=C(CC2)C(=CS1)C(=O)NC1=CC(=CC=C1)OC(F)(F)F